OCCCOC(C=C)=O 3-Hydroxy-propylacrylat